2-((1S,4S,5R)-5-((4-cyclopropyl-1-(2,6-dichlorophenyl)-1H-1,2,3-triazol-5-yl)methoxy)-2-azabicyclo[2.2.1]heptan-2-yl)-4-((R)-tetrahydrofuran-3-yl)benzo[d]thiazole-6-carboxylic acid C1(CC1)C=1N=NN(C1CO[C@H]1[C@@H]2CN([C@H](C1)C2)C=2SC1=C(N2)C(=CC(=C1)C(=O)O)[C@@H]1COCC1)C1=C(C=CC=C1Cl)Cl